BrC1=CC=CC(=N1)C(=O)NC1=CC=C(C=C1)OCCC1=CC=CC=C1 6-Bromo-N-(4-phenethoxyphenyl)picolinamide